9-ethyl-2-methyl-3-(piperidin-1-ylmethyl)-1,2,3,9-tetrahydro-4H-carbazol-4-one C(C)N1C2=CC=CC=C2C=2C(C(C(CC12)C)CN1CCCCC1)=O